2-(6-hexyl-2-naphthylvinyl)-anthracene C(CCCCC)C=1C=C2C=CC(=CC2=CC1)C=CC1=CC2=CC3=CC=CC=C3C=C2C=C1